(oxazol-2-yl)-2-oxo-1,2-dihydroquinoline-6-sulfonamide O1C(=NC=C1)N1C(C=CC2=CC(=CC=C12)S(=O)(=O)N)=O